C(C=C)OC1=CC(=CC(=N1)C([C@H](C)NC(OCC1=CC=CC=C1)=O)=O)C(F)(F)F (S)-benzyl (1-(6-(allyloxy)-4-(trifluoromethyl)pyridin-2-yl)-1-oxopropan-2-yl)carbamate